N-(5-(2-(4-(trifluoromethyl)phenoxy)ethyl)-1H-indol-3-yl)oxazole-2-carboxamide FC(C1=CC=C(OCCC=2C=C3C(=CNC3=CC2)NC(=O)C=2OC=CN2)C=C1)(F)F